S1C=CC2=C1[C@@H](OCC2)CNC (S)-1-(5,7-dihydro-4H-thieno[2,3-c]pyran-7-yl)-N-methyl-methylamine